ClC1=C(C=CC(=C1)C)C=1C=C(C2=C(NC=N2)C1)C(=O)OC methyl 6-(2-chloro-4-methylphenyl)-1H-benzo[d]imidazole-4-carboxylate